N-(2-(dimethylamino)ethyl)-2,6-dihydroxy-N,3'-dimethyl-4-pentyl-[1,1'-biphenyl]-3-carboxamide CN(CCN(C(=O)C=1C(=C(C(=CC1CCCCC)O)C1=CC(=CC=C1)C)O)C)C